(+)-[3-[4-(2,4-Difluorophenyl)phenyl]azetidin-1-yl]-[3-(1H-1,2,4-triazol-5-yl)pyrrolidin-1-yl]methanone 2-hexyldecyl-acrylate C(CCCCC)C(COC(C=C)=O)CCCCCCCC.FC1=C(C=CC(=C1)F)C1=CC=C(C=C1)C1CN(C1)C(=O)N1CC(CC1)C1=NC=NN1